5-[(2,4-dimethoxyphenyl)methylamino]pentan-2-ol COC1=C(C=CC(=C1)OC)CNCCCC(C)O